ClC=1C(=NC(=NC1)NC1=C(C=C(C(=O)NC2CC(NC(C2)(C)C)(C)C)C=C1)OC)C=1C=NN(C1)C(C)C 4-((5-chloro-4-(1-isopropyl-1H-pyrazol-4-yl)pyrimidin-2-yl)amino)-3-methoxy-N-(2,2,6,6-tetramethylpiperidin-4-yl)benzamide